FC1=C(C=CC=C1)N1C=2N(C3=C1C=CC=C3)C3=C(N2)C(=CC=C3)I 5-(2-fluorophenyl)-7-iodo-5H-benzo[d]benzo[4,5]imidazo[1,2-a]imidazole